IC1=CC=C(C=C1)OCC1=CC=C(C=C1)C=C 1-iodo-4-((4-vinylbenzyl)oxy)benzene